COC=1C=C(C=CC1OC)C=1NC2=CC(=C(C=C2C1CC)C1CCNCC1)OC 2-(3,4-Dimethoxyphenyl)-3-ethyl-6-methoxy-5-(piperidin-4-yl)-1H-indole